O1CC[C@@H](C2=CC=CC=C12)NC(=O)C1=CC2=C(N=C(S2)C2=CCCN(C2)C(=O)OC(C)(C)C)C=C1 tert-butyl 5-(6-((S)-chroman-4-ylcarbamoyl)benzo[d]thiazol-2-yl)-3,6-dihydropyridine-1(2H)-carboxylate